C(CCC)OC=1C(=C(C(=CC1)F)B(O)O)F 3-BUTOXY-2,6-DIFLUOROPHENYLBORONIC ACID